6-(ethoxy)-7-[(1-methylethyl)oxy]-3-{[4-(4-morpholinyl)-1-piperidinyl]methyl}-N-(1-phenylcyclopropyl)-2-[3-(trifluoromethyl)phenyl]-4-quinolinecarboxamide C(C)OC=1C=C2C(=C(C(=NC2=CC1OC(C)C)C1=CC(=CC=C1)C(F)(F)F)CN1CCC(CC1)N1CCOCC1)C(=O)NC1(CC1)C1=CC=CC=C1